CC=1C=C2C=CC(=NC2=CC1)C1=CC=C(C=C1)S(=O)(=O)N 4-(6-Methylquinoline-2-yl)benzenesulfonamide